N1=CC(=CC2=CC=CC=C12)CC(=O)O 2-(quinolin-3-yl)acetic acid